1,1'-isophthaloyl-bis(2-methyl-aziridine) C(C1=CC(C(=O)N2C(C2)C)=CC=C1)(=O)N1C(C1)C